(1S)-2,2-bis(4-fluorophenyl)-1-methylethyl N-{[3-(acetoxy)-4-methoxy-2-pyridinyl] carbonyl}-L-alaninate C(C)(=O)OC=1C(=NC=CC1OC)C(=O)N[C@@H](C)C(=O)O[C@H](C(C1=CC=C(C=C1)F)C1=CC=C(C=C1)F)C